The molecule is a beta-diketone that is tritriacontane with oxo groups at positions 16 and 18. It derives from a hydride of a tritriacontane. CCCCCCCCCCCCCCCC(=O)CC(=O)CCCCCCCCCCCCCCC